6-(5-chloro-2-(((1R*,2R*,3R*,5S*)-(±)-2-hydroxy-8-azabicyclo[3.2.1]octan-3-yl)amino)pyrimidin-4-yl)-4-fluoro-1-isopropyl-2-methyl-1H-indole-3-carbonitrile HCl salt Cl.ClC=1C(=NC(=NC1)N[C@H]1[C@@H]([C@H]2CC[C@@H](C1)N2)O)C2=CC(=C1C(=C(N(C1=C2)C(C)C)C)C#N)F |r|